N-(4-{[6-(5-chloro-2-fluorophenyl)-3-[methyl(oxolan-3-yl)amino]pyridazin-4-yl]amino}pyridin-2-yl)-3-(4-methylpiperazin-1-yl)propanamide ClC=1C=CC(=C(C1)C1=CC(=C(N=N1)N(C1COCC1)C)NC1=CC(=NC=C1)NC(CCN1CCN(CC1)C)=O)F